ClC=1C(=C(C=CC1F)[C@@H]1[C@H](O[C@](C1)(C(F)(F)F)C)C(=O)NC1=CC(=NC=C1)C(=O)NC)OC (2S,3R,4S,5R)-4-[[3-(3-chloro-4-fluoro-2-methoxy-phenyl)-5-methyl-5-(trifluoromethyl)tetrahydrofuran-2-carbonyl]amino]-N-methyl-pyridine-2-carboxamide